4,4'-[1-{4-[1-(3,5-bis(4-hydroxy-2,3,5-trimethylphenyl)-4-hydroxyphenyl)-1-methylethyl]phenyl}ethylene]bis[2,6-bis(4-hydroxy-2,3,5-trimethylphenyl)phenol] OC1=C(C(=C(C=C1C)C=1C=C(C=C(C1O)C1=C(C(=C(C(=C1)C)O)C)C)C(C)(C)C1=CC=C(C=C1)C(CC1=CC(=C(C(=C1)C1=C(C(=C(C(=C1)C)O)C)C)O)C1=C(C(=C(C(=C1)C)O)C)C)C1=CC(=C(C(=C1)C1=C(C(=C(C(=C1)C)O)C)C)O)C1=C(C(=C(C(=C1)C)O)C)C)C)C